ClC(C1=NC(=NO1)C1=CC=2N(C=C1)C=C(N2)CN=S(=O)(C)CC2=CC=C(C=C2)OC)(F)F (((7-(5-(chlorodifluoromethyl)-1,2,4-oxadiazol-3-yl)imidazo[1,2-a]pyridin-2-yl)methyl)imino)(4-methoxybenzyl)(methyl)-λ6-sulfanone